(1,1,1,3,3,3-hexafluoro-2-hydroxypropan-2-yl)-[1,1'-biphenyl]-4-Formaldehyde FC(C(C(F)(F)F)(O)C1=C(C=CC(=C1)C=O)C1=CC=CC=C1)(F)F